(E)-3-(dimethylamino)-N-(2-(1'-methyl-2,2'-dioxo-[3,3'-biindolinylidene]-1-yl)ethyl)propanamide CN(CCC(=O)NCCN1C(/C(/C2=CC=CC=C12)=C\1/C(N(C2=CC=CC=C12)C)=O)=O)C